4-[1-(propan-2-yl)-4-(trifluoromethyl)-1H-imidazol-2-yl]benzonitrile CC(C)N1C(=NC(=C1)C(F)(F)F)C1=CC=C(C#N)C=C1